6-[4-(6-chloro-5-fluoro-indolin-1-yl)quinazolin-6-yl]-1H-benzimidazol-2-amine ClC1=C(C=C2CCN(C2=C1)C1=NC=NC2=CC=C(C=C12)C=1C=CC2=C(NC(=N2)N)C1)F